[(2S,6S)-4-benzyl-6-(difluoromethyl)morpholin-2-yl]methanol C(C1=CC=CC=C1)N1C[C@H](O[C@@H](C1)C(F)F)CO